[Br-].C(C)C=1NC=CN1.[Zn+2].[Br-] zinc ethyl-imidazole bromide